3R-carene [C@@H]12CC(=CCC1C2(C)C)C